ClC=1C=CC(=C(OCC(=O)O)C1)CN1CCCC12CCN(CC2)C(=O)OC(C(F)(F)F)C(F)(F)F 2-(5-Chloro-2-((8-(((1,1,1,3,3,3-hexafluoropropan-2-yl)oxy)carbonyl)-1,8-diazaspiro[4.5]decan-1-yl)methyl)phenoxy)acetic acid